N1N=NC=C1CC(=O)N1[C@@H](C[C@H](C1)F)C(=O)N[C@@H](C1=CC=CC=C1)C1=NC(=C(C=C1)C(C)C)F (2S,4R)-1-(2-(1H-1,2,3-triazol-5-yl)acetyl)-4-fluoro-N-((S)-(6-fluoro-5-isopropylpyridin-2-yl)(phenyl)methyl)pyrrolidine-2-carboxamide